CC1(N(C(=C(C(=C1C(=O)O)C(=O)O)O)CCC)C)CCC1=CC=C(C=C1)OC.COC(=O)C=1C(=NC=C(C1C(=O)OC)O)CCC1=CC=C(C=C1)OC 5-hydroxy-2-(4-methoxyphenylethyl)pyridine-3,4-dicarboxylic acid Dimethyl ester (Dimethyl 5-hydroxy-2-(4-methoxyphenylethyl)-6-propylpyridine-3,4-dicarboxylate)